CC[C@H](C)C(=O)O[C@H]1C[C@@H](C=C2[C@H]1[C@H]([C@H](C=C2)C)CC[C@H](C[C@H](CC(=O)[O-])O)O)O The molecule is a monocarboxylic acid anion resulting from the deprotonation of the carboxylic acid group of pravastatin. It is a conjugate base of a pravastatin.